4-((1-acetylpiperidin-4-yl)methoxy)-2-amino-6-fluorobenzoic acid C(C)(=O)N1CCC(CC1)COC1=CC(=C(C(=O)O)C(=C1)F)N